(1R,3S)-3-(3-{[(2-methyl-1,3-thiazol-5-yl)acetyl]-amino}-1H-pyrazol-5-yl)-cyclopentyl [(2ξ)-3,3-difluorobutan-2-yl]-carbamate FC(C(C)NC(O[C@H]1C[C@H](CC1)C1=CC(=NN1)NC(CC1=CN=C(S1)C)=O)=O)(C)F